C(C)(C)(C)NC1=CC(=NC(=C1)C)C1=CC(=C(C=C1F)[C@H](C)NC1=NC=CC2=C1CN(C2=O)CC)F (S)-4-((1-(4-(4-(tert-butylamino)-6-methylpyridin-2-yl)-2,5-difluorophenyl)ethyl)amino)-2-ethyl-2,3-dihydro-1H-pyrrolo[3,4-c]pyridin-1-one